(R)-2-(2,6-Dioxopiperidin-3-yl)-4-((2-fluoro-4-((3-morpholinoazetidin-1-yl)methyl)benzyl)amino)isoindoline-1,3-dione O=C1NC(CC[C@H]1N1C(C2=CC=CC(=C2C1=O)NCC1=C(C=C(C=C1)CN1CC(C1)N1CCOCC1)F)=O)=O